3-(5-chloro-1,3-thiazol-2-yl)-5-(tetrahydro-2H-pyran-4-yloxy)-N-{(1R)-1-[6-(trifluoromethyl)pyridazin-3-yl]ethyl}benzamide ClC1=CN=C(S1)C=1C=C(C(=O)N[C@H](C)C=2N=NC(=CC2)C(F)(F)F)C=C(C1)OC1CCOCC1